C(C=C)N(S(N)(=O)=O)C[C@@H]1OCCC1 N-2-PROPEN-1-YL-N-((2R)-TETRAHYDRO-2-FURANYLMETHYL)SULFURIC DIAMIDE